(2S,2'S)-3,3'-((((3-((S)-2-carboxy-2-((R)-pyrrolidin-3-yl)ethyl)benzyl)azanediyl)bis(methylene-d2))bis(3,1-phenylene))bis(2-((R)-pyrrolidin-3-yl)propionic acid) C(=O)(O)[C@@H](CC=1C=C(CN(C([2H])([2H])C=2C=C(C=CC2)C[C@H](C(=O)O)[C@@H]2CNCC2)C([2H])([2H])C=2C=C(C=CC2)C[C@H](C(=O)O)[C@@H]2CNCC2)C=CC1)[C@@H]1CNCC1